[B].FC1=C(C(=C(C(=C1F)F)F)F)C1=C(C(=C(C(=C1F)F)F)F)F (perfluorobiphenyl) boron